O(P([O-])OP([O-])[O-])C1=C(C(=CC=C1)C1CCCCC1)C1CCCCC1 dicyclohexylphenyl diphosphite